FC(C=1C=CC2=C(SC3=C2C=CC(=C3F)OCC)C1F)(OC1=CC(=C(C(=C1)F)F)F)F 3-[difluoro-(3,4,5-trifluorophenoxy)methyl]-7-ethoxy-4,6-difluoro-dibenzothiophene